5-(3-cyclopropyl-phenoxy)-N-[2-(2,4-dichlorophenyl)-2-fluoro-ethyl]-2-methyl-pyridine-4-carboxamide C1(CC1)C=1C=C(OC=2C(=CC(=NC2)C)C(=O)NCC(F)C2=C(C=C(C=C2)Cl)Cl)C=CC1